C(C)(C)(C)C1=C(C(=CC(=C1)C(C)(C)C)C=1CC2=CC=CC=C2C1)O 2,4-di-tert-butyl-6-(1H-inden-2-yl)phenol